C1(=C(C=CC=C1)P(C1=C(C=CC=C1)C)=O)C bis-o-tolylphosphine oxide